FC(C1=CC=C(C=N1)CC1CC2(CN(C2)C(=O)N2CC(CC2)S(=O)(=O)N)C1)(F)F 1-[6-[[6-(Trifluoromethyl)-3-pyridyl]methyl]-2-azaspiro[3.3]heptane-2-carbonyl]pyrrolidine-3-sulfonamide